N1OC(CCO1)N1C(C2=CC=CC(=C2C1=O)F)=O (2,6-dioxapiperidin-3-yl)-4-fluoroisoindoline-1,3-dione